C(=O)(O)C=1C=C(C=CC1)C=1C=CC(=NC1)C(=O)O 5-(3-carboxyphenyl)pyridine-2-carboxylic acid